C(C)OC(=O)N[C@H](C(=O)N1[C@@H]([C@H]2C([C@H]2C1)(C)C)C(=O)O)C(C)(C)C (1r,2S,5S)-3-[(2S)-2-(ethoxycarbonylamino)-3,3-dimethyl-butyryl]-6,6-dimethyl-3-azabicyclo[3.1.0]hexane-2-carboxylic acid